N1C[C@H](CCC1)OC=1C=C(C#N)C=CN1 (S)-2-(piperidin-3-yloxy)isonicotinonitrile